3-[[5-[2-[2-[tert-butyl(dimethyl)silyl]oxyethoxy]phenyl]-2-(trifluoromethyl)phenyl]sulfamoyl]-5-chloro-4-methoxy-benzoate [Si](C)(C)(C(C)(C)C)OCCOC1=C(C=CC=C1)C=1C=CC(=C(C1)NS(=O)(=O)C=1C=C(C(=O)[O-])C=C(C1OC)Cl)C(F)(F)F